FC(C(=O)O)(F)F.NCC(CC=1N(C(NN1)=O)C1=NC=C(C=C1C)C1=CC=C(C=C1)S(=O)(=O)C)=C(F)F [2-(aminomethyl)-3,3-difluoro-allyl]-4-[3-methyl-5-(4-methylsulfonylphenyl)-2-pyridinyl]-1,2,4-triazol-3-one trifluoroacetate salt